N-(3-fluoro-4-((6-methoxy-7-(3-(piperidin-1-yl)propoxy)quinazolin-4-yl)oxy)phenyl)-1,2-dimethyl-4-oxo-6-(trifluoromethoxy)-1,4-dihydroquinoline-3-carboxamide FC=1C=C(C=CC1OC1=NC=NC2=CC(=C(C=C12)OC)OCCCN1CCCCC1)NC(=O)C1=C(N(C2=CC=C(C=C2C1=O)OC(F)(F)F)C)C